4-[3-(3,5-Dimethoxyphenylamino)-2-hydroxypropyl]-1,3-dihydroimidazol-2-one COC=1C=C(C=C(C1)OC)NCC(CC=1NC(NC1)=O)O